1-phenyl-1,2-dihydropyridine C1(=CC=CC=C1)N1CC=CC=C1